(1s,2s)-1-amino-6,7-difluoro-4,4-dimethyl-1,2,3,4-tetrahydronaphthalen-2-ol N[C@@H]1[C@H](CC(C2=CC(=C(C=C12)F)F)(C)C)O